ethyl (S)-2-((4-(2-(5-chloropyridin-2-yl)-2-methylbenzo[d][1,3]dioxan-4-yl) piperidin-1-yl) methyl)-1H-thieno[2,3-d]imidazole-5-carboxylate ClC=1C=CC(=NC1)[C@]1(OC(C2=C(O1)C=CC=C2)C2CCN(CC2)CC=2NC1=C(N2)SC(=C1)C(=O)OCC)C